FC1([C@]2(C[C@@H]([C@H]([C@@](C1)(N2)C)OC)OC2=CN=C(N=N2)C=2C=C1C=CN=CC1=CC2O)C)F 6-(6-(((1R,2S,3S,5R)-6,6-difluoro-2-methoxy-1,5-dimethyl-8-azabicyclo[3.2.1]octan-3-yl)oxy)-1,2,4-triazin-3-yl)isoquinolin-7-ol